5-(6-carbamoyl-8-fluoro-2-oxo-1,3,4,5-tetrahydro-thiopyrano[4,3-b]Indol-9-yl)-3,4-dihydroisoquinoline-2(1H)-carboxylic acid tert-butyl ester C(C)(C)(C)OC(=O)N1CC2=CC=CC(=C2CC1)C=1C=2C3=C(NC2C(=CC1F)C(N)=O)CCS(C3)=O